ClC1=NC(=CC(=C1)C1CC1)N1C=NC=C1 2-chloro-4-cyclopropyl-6-(1H-imidazol-1-yl)pyridine